(2-bromo-3-fluoro-5-(trifluoromethyl)phenyl)methanol BrC1=C(C=C(C=C1F)C(F)(F)F)CO